C(CCCCCCC\C=C/CCCCCCCC)(=O)O.C(CCCCCCC\C=C/CCCCCCCC)(=O)O.P(O)(O)O hydrogen phosphite dioleate